ClC1=C(C(=NC2=C(C3=C(C=C12)C(NN3)=O)C)Cl)C(C)C 5,7-dichloro-6-isopropyl-9-methyl-1H-pyrazolo[4,3-g]quinolone